ClC1=C(C2=CC=CC(=C2C=C1)C1CC1)N 2-chloro-5-cyclopropylnaphthalen-1-amine